NC=1C=C(C(=O)NCC=2C=NC=CC2)C=CC1OC 3-amino-4-methoxy-N-(pyridin-3-ylmethyl)benzamide